NC1=C(C=C(C=C1)N1CCOCC1)O 2-amino-5-(morpholin-4-yl)phenol